ClC1=NC=C(C(=C1)N1CCC(CC1)(C)CO)C#CC=1C=NN(C1)C1CC1 (1-(2-Chloro-5-((1-cyclopropyl-1H-pyrazol-4-yl)ethynyl)pyridin-4-yl)-4-methylpiperidin-4-yl)methanol